3-(3,4-dimethoxyphenyl)-N-[(4-dimethylaminophenyl)methyl]-2,5-dimethyl-pyrazolo[1,5-a]pyrimidin-7-amine COC=1C=C(C=CC1OC)C=1C(=NN2C1N=C(C=C2NCC2=CC=C(C=C2)N(C)C)C)C